[N+](#[C-])C1=CC=C(C=C1)C(F)(F)F 1-ISOCYANO-4-(TRIFLUOROMETHYL)BENZENE